[Na+].C(C=C)OCC(CS(=O)(=O)[O-])O 3-allyloxy-2-hydroxy-1-propanesulfonic acid, sodium salt